CC(C(C(=O)N)N(C1=CC=NC=C1)C)C 3-methyl-2-(methyl(pyridin-4-yl)amino)butanamide